FC1=C(C=CC=C1)C=1C(=NN2C1N=C(C(=C2OC)C2=CC=C(C=C2)OC)NC2=NC=CC=C2)C2=CC=CC=C2 (2-fluorophenyl)-7-methoxy-6-(4-methoxyphenyl)-2-phenyl-N-(pyridin-2-yl)pyrazolo[1,5-a]Pyrimidin-5-amine